C1(CC1)S(=O)(=O)NC1=CC(=NC=C1)CNC(=O)N1C(CN(CC1)C1=NC(=CN=C1)OCC)=O N-[(4-cyclopropanesulfonamidopyridin-2-yl)methyl]-4-(6-ethoxypyrazin-2-yl)-2-oxopiperazine-1-carboxamide